N1=CC(=CC=C1)CCC=1N=CC(=NC1)C(=O)OC methyl 5-(2-(pyridin-3-yl)ethyl)pyrazine-2-carboxylate